ON1[C@@H]2CC[C@H](N(C1=O)C2)C(NC(CN2CCN(CC2)C)=O)=N N-(((2S,5R)-6-hydroxy-7-oxo-1,6-diazabicyclo[3.2.1]oct-2-yl)(imino)methyl)-2-(4-methylpiperazin-1-yl)acetamide